tert-butyl (S)-3-((2-(2-aminopyridin-3-yl)-3-(1-(6-(difluoromethyl)nicotinamido)-2,3-dihydro-1H-inden-5-yl)-3H-imidazo[4,5-b]pyridin-5-yl)ethynyl)azetidine-1-carboxylate NC1=NC=CC=C1C1=NC=2C(=NC(=CC2)C#CC2CN(C2)C(=O)OC(C)(C)C)N1C=1C=C2CC[C@@H](C2=CC1)NC(C1=CN=C(C=C1)C(F)F)=O